4-(ethylamino)piperidine-4-carboxamide C(C)NC1(CCNCC1)C(=O)N